O1C=CC2=C1C=CC(=C2)C2=NN1C(N(C(=C(C1=O)N1CCNCC1)CC)CC(=O)NC1=CC=C(C=C1)S(F)(F)(F)(F)F)=N2 2-(2-(benzofuran-5-yl)-5-ethyl-7-oxo-6-(piperazin-1-yl)-[1,2,4]triazolo[1,5-a]pyrimidin-4(7H)-yl)-N-(4-(pentafluoro-λ6-sulfaneyl)phenyl)acetamide